2-(4-fluoro-3-hydroxybenzylidene)-3-oxobutanoic acid tetrahydro-2H-pyran-4-yl ester O1CCC(CC1)OC(C(C(C)=O)=CC1=CC(=C(C=C1)F)O)=O